3-methyl-4-amino-N-ethyl-N-β-methanesulfonamidoethylaniline CC=1C=C(N(CCNS(=O)(=O)C)CC)C=CC1N